C(CC)OC(=O)C1=CN=CO1 propyl-oxazole-5-carboxylate